benzyl (2S,4R)-4-fluoro-4-(methoxymethyl)pyrrolidine-2-carboxylate F[C@@]1(C[C@H](NC1)C(=O)OCC1=CC=CC=C1)COC